1-bromo-2,3-difluoro-4-(fluoromethoxy)benzene BrC1=C(C(=C(C=C1)OCF)F)F